(S)-N-(5-Methyl-7-(3-morpholinoprop-1-yn-1-yl)-4-oxo-2,3,4,5-tetrahydrobenzo[b][1,4]oxazepin-3-yl)-4-phenoxypicolinamid CN1C2=C(OC[C@@H](C1=O)NC(C1=NC=CC(=C1)OC1=CC=CC=C1)=O)C=CC(=C2)C#CCN2CCOCC2